N1(N=CC2=CC=CC=C12)CCC(=O)N1C(CCC1)C1=NC=C(C=C1)CC1=CC=C(C=C1)OC 3-(1H-indazol-1-yl)-1-(2-(5-(4-methoxybenzyl)pyridin-2-yl)pyrrolidin-1-yl)propan-1-one